C1(CC1)C1=NC2=CC=C(C=C2C(=N1)N1CCC(CC1)C1=C(C=CC=C1)N(C)C)N(CCN1CCCC1)C {2-cyclopropyl-4-[4-(2-dimethylamino-phenyl)-piperidin-1-yl]-quinazolin-6-yl}-methyl-(2-pyrrolidin-1-yl-ethyl)-amine